(2S,4R)-2-(2-(6-bromo-4-chloro-7-methoxy-2H-indazol-2-yl)-3-ethoxy-3-oxopropionyl)-4-fluoropyrrolidine-1-carboxylic acid tert-butyl ester C(C)(C)(C)OC(=O)N1[C@@H](C[C@H](C1)F)C(C(C(=O)OCC)N1N=C2C(=C(C=C(C2=C1)Cl)Br)OC)=O